2-ethyl-1,2,3,3a,4,6a-hexahydrocyclopenta[c]pyrrole Ethyl-(2-cyano-2-(2-(3,5-dichloro-4-((1-cyclopropyl-6-oxo-1,6-dihydropyridazin-3-yl)oxy)phenyl)hydrazono)acetyl)carbamate C(C)N(C(O)=O)C(C(=NNC1=CC(=C(C(=C1)Cl)OC1=NN(C(C=C1)=O)C1CC1)Cl)C#N)=O.C(C)N1CC2C(C1)CC=C2